NC1CC(C1)N(C1=C(C(=C(C(=N1)SC(C(=O)N)C1=CC=CC=C1)C#N)CC)C#N)C 2-((6-((3-aminocyclobutyl)(methyl)amino)-3,5-dicyano-4-ethylpyridin-2-yl)thio)-2-phenylacetamide